FC(COC1=NC=CC(=N1)N1C(C(C2=CC(=CC=C12)C(=O)NC1(CS(C1)(=O)=O)C)(C)C)=O)F 1-[2-(2,2-difluoroethoxy)pyrimidin-4-yl]-3,3-dimethyl-N-(3-methyl-1,1-dioxo-thietan-3-yl)-2-oxo-indoline-5-carboxamide